COC(=O)C1=CC(=CS1)B(O)O (5-(methoxycarbonyl)thiophen-3-yl)boronic acid